CC=1N=NC=C(C1[C@H](C)OC=1C=C2C(=NN(C2=CC1)C1OCCCC1)C=1C=C(C#N)C=C(C1)OC)C 3-[5-[(1S)-1-(3,5-dimethylpyridazin-4-yl)ethoxy]-1-tetrahydropyran-2-yl-indazol-3-yl]-5-methoxy-benzonitrile